L-aspartic acid-1-ethyl ester C(C)OC([C@@H](N)CC(=O)O)=O